7-bromo-6-methoxy-4-(2-(pyrrolidin-1-yl)ethyl)-2H-benzo[b][1,4]oxazine-3(4H)-one BrC=1C(=CC2=C(OCC(N2CCN2CCCC2)=O)C1)OC